8-fluoro-5-acetoxy-3,4-dihydro-2(1H)-quinolinone FC=1C=CC(=C2CCC(NC12)=O)OC(C)=O